2-AMINO-BUT-3-ENAMIDE NC(C(=O)N)C=C